(1R,4R)-5-(5-amino-1,2-dimethyl-1H-benzo[d]imidazol-4-yl)-2,5-diazabicyclo[2.2.1]heptane-2-carboxylic acid tert-butyl ester C(C)(C)(C)OC(=O)N1[C@H]2CN([C@@H](C1)C2)C2=C(C=CC=1N(C(=NC12)C)C)N